O=C1NC(CCC1NC1=CC(=C(C=C1)N1CCC(CC1)CC1CCN(CC1)C(=O)OC(C)(C)C)F)=O tert-butyl 4-((1-(4-((2,6-dioxopiperidin-3-yl)amino)-2-fluorophenyl)piperidin-4-yl)methyl)piperidine-1-carboxylate